OC1=C(C=C(C(=C1)O)C(C)C)C=1N(C(=NN1)C(=O)NCC)C1=CC=C(C=C1)CN1CCNCC1 5-(2,4-dihydroxy-5-isopropyl-phenyl)-N-ethyl-4-[4-(piperazin-1-ylmethyl)phenyl]-1,2,4-triazole-3-carboxamide